C(#N)[C@@H](C[C@@H]1C(NCCC1)=O)NC(=O)[C@H]1N([C@@H]2CC([C@H]1CC2)(F)F)C(=O)C=2NC1=C(C=CC(=C1C2)F)F (1S,3S,4S)-N-[(1R)-1-cyano-2-[(3R)-2-oxo-3-piperidyl]ethyl]-2-(4,7-difluoro-1H-indole-2-carbonyl)-5,5-difluoro-2-azabicyclo[2.2.2]octane-3-carboxamide